3-Bromo-2-chloro-4-fluoro-10,11-dihydropyrazino[1',2':1,2]imidazo[4,5-c]quinoline BrC1=C(C=C2C3=C(C=NC2=C1F)N=C1N3CCN=C1)Cl